C(C)OP(=O)(OCC)O.N1C=CC=C1 pyrrole diethyl-phosphate